ClC=1C(=NC=C(C(=O)N(C)[C@H](C)C2=NNC(C3=CC(=C(C=C23)F)F)=O)C1)C(F)(F)F |r| Racemic-5-chloro-N-(1-(6,7-difluoro-4-oxo-3,4-dihydrophthalazin-1-yl)ethyl)-N-methyl-6-(trifluoromethyl)nicotinamide